2-(5-chloro-2-thienyl)6-fluoro-4-methoxy-5-(trifluoromethyl)pyrimidine ClC1=CC=C(S1)C1=NC(=C(C(=N1)OC)C(F)(F)F)F